Propionyl-L-Carnitin C(CC)(=O)[C@](O)(C[N+](C)(C)C)CC([O-])=O